tert-butyl 4-(6-(((6-cyanopyridin-3-yl)methyl)carbamoyl)-5-hydroxy-1,7-naphthyridin-2-yl)piperazine-1-carboxylate C(#N)C1=CC=C(C=N1)CNC(=O)C=1C(=C2C=CC(=NC2=CN1)N1CCN(CC1)C(=O)OC(C)(C)C)O